5,6-dichloro-1H-benzimidazol ClC1=CC2=C(NC=N2)C=C1Cl